4-{[(R)-3-(1,1-dioxo-1,2-dihydro-1λ6-2-isothiazolyl)-1-piperidyl]methyl}-2-pyridinecarbaldehyde O=S1(N(CC=C1)[C@H]1CN(CCC1)CC1=CC(=NC=C1)C=O)=O